C(C1=CC=CC=C1)N1C(N(C(C1=O)=O)CC(=O)NC1=CC(=CC=C1)C#N)=O 2-(3-benzyl-2,4,5-trioxoimidazolidin-1-yl)-N-(3-cyanophenyl)acetamide